(3S)-N-cyclobutyl-3-{[1-cyclopentyl-5-(2,6-dimethoxyphenyl)-1H-pyrazol-3-yl]formamido}-5-(pyridin-3-yl)pentanamide C1(CCC1)NC(C[C@H](CCC=1C=NC=CC1)NC(=O)C1=NN(C(=C1)C1=C(C=CC=C1OC)OC)C1CCCC1)=O